CC1(CC2=C(C=C3N2C=CNC3=O)C1)C 7,7-dimethyl-7,8-dihydro-2H-cyclopenta[4,5]pyrrolo[1,2-a]pyrazin-1(6H)-one